C(C)(=O)N[C@@H](CSC=1N(C2=NC(=NC(=C2N1)N)N)CC1=CC=C(C=C1)F)C(=O)NCCOCCOCCOCCOCCOCCCCCCCl N2-acetyl-N-(21-chloro-3,6,9,12,15-pentaoxa-henicos-1-yl)-S-(2,6-diamino-9-(4-fluoro-benzyl)-9H-purin-8-yl)-L-cysteinamide